CC=1C=C2N=C3C=CC=CC3=C(C2=CC1)C1=CC(=CC=C1)Br 6-methyl-9-(3-bromophenyl)acridine